1-(6-(2-methoxyphenyl)pyridazin-3-yl)-N-octylpiperidin-3-amine COC1=C(C=CC=C1)C1=CC=C(N=N1)N1CC(CCC1)NCCCCCCCC